IC1=NNC2=NC(=CN=C21)N2CCC1([C@@H]([C@@H](OC1)C)NC(OC(C)(C)C)=O)CC2 Tert-butyl (3S,4S)-8-(3-iodo-1H-pyrazolo[3,4-b]pyrazin-6-yl)-3-methyl-2-oxa-8-azaspiro[4.5]decan-4-ylcarbamate